ClC1=C(C=CC=C1F)SC=1N=CC(=NC1)N1CCC2([C@@H](C=3N(N=CC3)C2)NC(OC(C)(C)C)=O)CC1 tert-butyl (S)-(1-(5-((2-chloro-3-fluorophenyl)thio)pyrazin-2-yl)-4'H,6'H-spiro[piperidine-4,5'-pyrrolo[1,2-b]pyrazol]-4'-yl)carbamate